3-((3-exo)-3-((6-((5-methyl-1H-pyrazol-3-yl)amino)-9H-purin-2-yl)amino)-8-azabicyclo[3.2.1]octan-8-yl)propionitrile CC1=CC(=NN1)NC1=C2N=CNC2=NC(=N1)NC1CC2CCC(C1)N2CCC#N